C(C)(C)(C)OC(=O)N1N=C(C2=CC=C(C=C12)Cl)I 6-chloro-3-iodo-1H-indazole-1-carboxylic acid tert-butyl ester